OC=1C=C(C=CC1O)S(=O)(=O)NC1=CC=C(C=C1)/C=C/C(=O)OCC Ethyl (E)-3-(4-((3,4-dihydroxyphenyl)sulfonamido)phenyl)acrylate